(S)-N-(3-(2-(cyclopropanecarboxamido)imidazo[1,2-b]pyridazin-6-yl)phenyl)-3-phenylisoxazolidine-2-carboxamide C1(CC1)C(=O)NC=1N=C2N(N=C(C=C2)C=2C=C(C=CC2)NC(=O)N2OCC[C@H]2C2=CC=CC=C2)C1